FC(C1=NC(=CC=C1)N1C[C@H](CCC1)CN1[C@@H]([C@H]([C@@H]([C@H](C1)OCC1=CC=CC=C1)OCC1=CC=CC=C1)OCC1=CC=CC=C1)C)(F)F 2-(trifluoromethyl)-6-((R)-3-(((2R,3R,4R,5s)-3,4,5-tris(benzyloxy)-2-methylpiperidin-1-yl)methyl)piperidin-1-yl)pyridine